C1=CC=CC=2C3=CC=CC=C3N(C12)P(C1=CC=CC=C1)(N1C2=CC=CC=C2C=2C=CC=CC12)=O bis(9H-carbazol-9-yl)(phenyl)phosphine oxide